(Z)-Ethyl (((4-bromophenyl)amino)((2-oxoethyl)thio)methylene)carbamate BrC1=CC=C(C=C1)N/C(/SCC=O)=N/C(OCC)=O